IC1=C(N(N=C1)C)N iodo-2-methyl-pyrazol-3-amine